1'H,3'H-spiro[piperidin-4,2'-pyrrolizine]-1'-one C1(C2(CN3C=CC=C13)CCNCC2)=O